N1(C=CC=C1)C1=C(C=C(C=C1)C(F)(F)F)NS(=O)(=O)C=1C=C(C(=O)OC)C=CC1C1CC1 methyl 3-(N-(2-(pyrrol-1-yl)-5-(trifluoromethyl)phenyl)sulfamoyl)-4-cyclopropylbenzoate